C(C1=CC=CC=C1)=C1C(C2(CCC1C2(C)C)C)=O benzylidenbornan-2-on